bis[3-[4-Hydroxy-3-methyl-5-(2-methyl-2-propanyl)phenyl]propionate]-(1,2-Ethanediylbis(oxy-2,1-ethanediyl)bis[3-[4-hydroxy 3-methyl-5-(2-methyl-2-propanyl)phenyl]propanoate]) C(COCCC(C(=O)O)CC1=CC(=C(C(=C1)C(C)(C)C)O)C)OCCC(C(=O)O)CC1=CC(=C(C(=C1)C(C)(C)C)O)C.OC1=C(C=C(C=C1C(C)(C)C)CCC(=O)O)C.OC1=C(C=C(C=C1C(C)(C)C)CCC(=O)O)C